ClC1=C(C=2N=C(N=C(C2C(=N1)OC)O)SC)F chloro-8-fluoro-5-methoxy-2-(methylthio)pyrido[4,3-d]pyrimidin-4-ol